N-[5-[4-[(6-cyanopyridazin-3-yl)amino]cyclohexoxy]-7-morpholino-1,6-naphthyridin-3-yl]methanesulfonamide C(#N)C1=CC=C(N=N1)NC1CCC(CC1)OC1=C2C=C(C=NC2=CC(=N1)N1CCOCC1)NS(=O)(=O)C